B1OOCC1 3,2-Dioxaborolan